(S)-2-(2-(1-(2-(4-fluorophenyl)-2-oxoethyl)pyrrolidin-3-yl)ethyl)isoindolin FC1=CC=C(C=C1)C(CN1C[C@H](CC1)CCN1CC2=CC=CC=C2C1)=O